N-(6-cyanopyridin-2-yl)-2-ethyl-1,1-dioxo-5-[(1r,4r)-4-(trifluoromethyl)cyclohexyl]-2H-1λ6,2,6-thiadiazine-3-carboxamide C(#N)C1=CC=CC(=N1)NC(=O)C=1N(S(N=C(C1)C1CCC(CC1)C(F)(F)F)(=O)=O)CC